C(C)(C)C1N2C(C3=CC(=C(C=C3C1)OCCCOC)OC)=CC(C(=C2)C(=O)OC)=NOC methyl 6-isopropyl-10-methoxy-2-(methoxyimino)-9-(3-methoxypropoxy)-6,7-dihydro-2H-pyrido[2,1-a]isoquinoline-3-carboxylate